2-(((3S,4R)-3-hydroxytetrahydro-2H-pyran-4-yl)amino)-5-methoxy-7-(1,1,1-trifluoro-3-methylbutan-2-yl)pyrrolo[2,1-f][1,2,4]triazine-6-carbonitrile O[C@@H]1COCC[C@H]1NC1=NN2C(C=N1)=C(C(=C2C(C(F)(F)F)C(C)C)C#N)OC